N-[(1'S,14R)-6-fluoro-19-methyl-spiro[8,12-dioxa-21-azatetracyclo[14.3.1.110,13.02,7]henicosa-1(19),2,4,6,10,13(21),16(20),17-octaene-14,3'-cyclopentane]-1'-yl]methanesulfonamide FC=1C=CC=C2C3=C(C=CC(C[C@]4(C[C@H](CC4)NS(=O)(=O)C)C=4OC=C(COC12)N4)=C3)C